1,3-dipropyl-2-imidazolidinone C(CC)N1C(N(CC1)CCC)=O